[6-(1,3-dioxolan-2-yl)-5-fluoro-4-methyl-3-pyridyl]boronic acid O1C(OCC1)C1=C(C(=C(C=N1)B(O)O)C)F